(R)-7-fluoro-8-(6-(3-(3-fluoropyrrolidin-1-yl)propoxy)pyridin-3-yl)-3-methyl-1-(tetrahydro-2H-pyran-4-yl)-1,3-dihydro-2H-imidazo[4,5-c]cinnolin-2-one FC=1C(=CC=2C3=C(N=NC2C1)N(C(N3C3CCOCC3)=O)C)C=3C=NC(=CC3)OCCCN3C[C@@H](CC3)F